N1C=C(C2=CC=CC=C12)CCNC1C=2C=CC(=CC2CCC1)/C=C/C(=O)NO (E)-3-(5-((2-(1H-indol-3-yl)ethyl)amino)-5,6,7,8-tetrahydronaphthalen-2-yl)-N-hydroxyacrylamide